1,2,3,4-tetrahydro-6,7-dimethoxyisoquinoline hydrochloride Cl.COC=1C=C2CCNCC2=CC1OC